4-[3-[(3R,9aS)-3-hydroxy-3-[6-(trifluoromethyl)-3-pyridyl]-1,4,6,7,9,9a-hexahydropyrazino[2,1-c][1,4]oxazine-8-carbonyl]-2-chloro-phenyl]-1H-pyrazole-3-carbonitrile O[C@]1(CN2[C@H](CO1)CN(CC2)C(=O)C=2C(=C(C=CC2)C=2C(=NNC2)C#N)Cl)C=2C=NC(=CC2)C(F)(F)F